trans-2-[3-[2-[(2S)-2-methylazetidin-1-yl]-6,7-dihydro-5H-cyclopenta[d]pyrimidin-4-yl]phenyl]cyclopropanecarboxamide C[C@@H]1N(CC1)C=1N=C(C2=C(N1)CCC2)C=2C=C(C=CC2)[C@H]2[C@@H](C2)C(=O)N